FC(N1N=CC(=C1)C=1C(=CC(=NC1)NC1=CC=C2C(=N1)N(N=C2)CCCF)N2C[C@H](CCC2)O)F (S)-1-(5-(1-(difluoromethyl)-1H-pyrazol-4-yl)-2-((1-(3-fluoropropyl)-1H-pyrazolo[3,4-b]pyridin-6-yl)amino)pyridin-4-yl)piperidin-3-ol